2-((1R,5S)-1,5-dimethyl-4-methylenecyclopent-2-en-1-yl)ethyl acetate C(C)(=O)OCC[C@@]1(C=CC([C@@H]1C)=C)C